Methyl (S)-2-(1-(4-(6-((4-cyano-2-fluorobenzyl)oxy)pyridin-2-yl)piperidin-1-yl)ethyl)-4-methoxy-1-methyl-1H-benzo[d]imidazole-6-carboxylate C(#N)C1=CC(=C(COC2=CC=CC(=N2)C2CCN(CC2)[C@@H](C)C2=NC3=C(N2C)C=C(C=C3OC)C(=O)OC)C=C1)F